N-(4-(4-acetamidophenyl)thiazol-2-yl)-4-(N-(4-methoxyphenyl)-N-methylsulfamoyl)benzamide C(C)(=O)NC1=CC=C(C=C1)C=1N=C(SC1)NC(C1=CC=C(C=C1)S(N(C)C1=CC=C(C=C1)OC)(=O)=O)=O